ClC=1C(=NC(=NC1)NC1=C(C=C(C=C1)N1CCC(CC1)N(C)CC=1C=C2C(N(C(C2=CC1)=O)C1C(NC(CC1)=O)=O)=O)OC)NC1=C(C=CC=C1)P(=O)(OC)OC 5-(((1-(4-((5-chloro-4-((2-(dimethylphosphono)phenyl)amino)pyrimidin-2-yl)amino)-3-methoxyphenyl)piperidin-4-yl)(methyl)amino)methyl)-2-(2,6-dioxopiperidin-3-yl)isoindoline-1,3-dione